2-oxo-7,8-dihydro-2H,6H-pyrano[3,2-g]chromen-7-yl (E)-3-(pyridin-4-yl)acrylate N1=CC=C(C=C1)/C=C/C(=O)OC1CC=2C=C3C=CC(OC3=CC2OC1)=O